1-{3-[4-(1-Methyl-1H-benzoimidazol-2-ylmethoxy)-phenyl]-4-pyridin-4-yl-pyrazol-1-yl}-propan-2-ol CN1C(=NC2=C1C=CC=C2)COC2=CC=C(C=C2)C2=NN(C=C2C2=CC=NC=C2)CC(C)O